6-ethylidene-1,4:5,8-dimethano-1,4,4a,5,6,7,8,8a-octahydronaphthalene C(C)=C1C2C3C4C=CC(C3C(C1)C2)C4